sodium isopentanol C(CC(C)C)O.[Na]